2-(7-hydroxy-2-oxo-2H-chromen-3-yl)-4-methyl-thiazole-5-carboxylic acid ethyl ester C(C)OC(=O)C1=C(N=C(S1)C=1C(OC2=CC(=CC=C2C1)O)=O)C